ClC1=C(C=CC=C1)CC(=O)N1CC2=C(CC1)SC=C2C2=NOC(=N2)C(F)(F)F 2-(2-chlorophenyl)-1-(3-(5-(trifluoromethyl)-1,2,4-oxadiazol-3-yl)-6,7-dihydrothieno[3,2-c]pyridin-5(4H)-yl)ethan-1-one